FC=1C=2N(C=C(C1)NC(=O)C1=NC=C(N=C1)N([C@H]1CCNC3(CC3)C1)C)C=C(N2)C (S)-N-(8-fluoro-2-methylimidazo[1,2-a]pyridin-6-yl)-5-(methyl(4-azaspiro[2.5]octan-7-yl)amino)pyrazine-2-carboxamide